N1C=CC2=CC(=CC=C12)CN(C(COC1=CC=C(C=C1)OC(F)(F)F)=O)C(C)C N-((1H-indol-5-yl)methyl)-N-isopropyl-2-(4-(trifluoromethoxy)phenoxy)acetamide